benzyl (1R,3S,5S)-3-amino-8-azabicyclo[3.2.1]octane-8-carboxylate C1C[C@H]2CC(C[C@@H]1N2C(=O)OCC3=CC=CC=C3)N